ClC1=C(C=CC=C1F)C1=CC=CC2=C1NC(=NS2(=O)=O)NCC 5-(2-chloro-3-fluorophenyl)-3-(ethylamino)-4H-benzo[e][1,2,4]thiadiazine 1,1-dioxide